BrC=1C=C(C=CC1)C1C(COCC1C)P(C1=CC=CC=C1)(C1=CC=CC=C1)=O (4-(3-bromophenyl)-5-methyl-5,6-dihydro-dihydropyran-3-yl)diphenyl-phosphine oxide